C(#N)C=1C=CC(=C(C1)C1=NN(C=C1NC(=O)C=1C=NN2C1N=CC=C2)C[C@@H](C)O)OC (R)-N-(3-(5-cyano-2-methoxyphenyl)-1-(2-hydroxypropyl)-1H-pyrazol-4-yl)pyrazolo[1,5-a]pyrimidine-3-carboxamide